CC1=C(C=C(C=C1)[N+](=O)[O-])C#CC=1C(=NC(=NC1)SC)C(=O)O 5-((2-Methyl-5-nitrophenyl)ethynyl)-2-(methylthio)pyrimidine-4-carboxylic acid